BrC=1SC(=C(N1)C1=CC=CC=C1)OC1=CC(=NC=C1)NC=1C=C(C(=O)OC)C=CC1 Methyl 3-((4-((2-bromo-4-phenylthiazol-5-yl)oxy)pyridin-2-yl)amino)benzoate